Cl.ClC1=C(C(=CC=C1Cl)OC)[C@H]1C[C@H](NC1)CO [(2S,4R)-4-(2,3-dichloro-6-methoxyphenyl)pyrrolidin-2-yl]methanol hydrochloride